N12C[C@H](C(CC1)CC2)N(C(O)=O)[C@@H]2C(CC1=CC(=C(C=C21)F)C2=CC(=CC=C2)OCCCC)(C)C.C(CCCC\C=C/C\C=C/C\C=C/CCCCC)(=O)N[C@@H](CC2=CC=CC=C2)C(=O)O N-γ-linolenoyl-phenylalanine (S)-quinuclidin-3-yl-((R)-5-(3-butoxyphenyl)-6-fluoro-2,2-dimethyl-2,3-dihydro-1H-inden-1-yl)carbamate